DIPHENYLGLYCINE C1(=CC=CC=C1)N(CC(=O)O)C1=CC=CC=C1